ClC=1C=C(NC2(CCC3(C(CC4=CC=CC=C34)C[C@H](COC3=CC=NC=4CCC[C@H](C34)C)C)CC2)C(=O)O)C=CC1C 4-(3-chloro-4-methylanilino)-2'-[(2R)-2-methyl-3-{[(5R)-5-methyl-5,6,7,8-tetrahydroquinolin-4-yl]oxy}propyl]-2',3'-dihydrospiro[cyclohexane-1,1'-indene]-4-carboxylic acid